2H-1,3-oxazine O1CN=CC=C1